ClC=1N=NC(=C(C1C1=C(C=C(C=C1F)F)F)C=1C=NC(=CC1)Cl)C 3-chloro-5-(6-chloropyridine-3-yl)-6-methyl-4-(2,4,6-trifluorophenyl)pyridazine